COC1=C(CNC2=NC=NC3=C(C=CC=C23)C=2C=NNC2)C=CC(=C1)OC N-(2,4-dimethoxybenzyl)-8-(1H-pyrazol-4-yl)quinazolin-4-amine